CC1=NNC2=NC=C(C=C21)C2=CC=C(C=C2)S(=O)(=O)[C@@H]2CC[C@H](CC2)NC2=CC=C(C=C2)SC(F)(F)F N-[trans-4-(4-{3-methyl-1H-pyrazolo[3,4-b]pyridin-5-yl}benzenesulfonyl)cyclohexyl]-4-[(trifluoromethyl)sulfanyl]aniline